CC1CC2=C(C=3N1C=NC3)NN=C2C(F)(F)F 5-methyl-3-(trifluoromethyl)-4,5-dihydro-1H-imidazo[1,5-a]pyrazolo[3,4-c]pyridine